CN1C=C(C2=CC(=CC=C12)C)C1=NC(=NC=C1F)NC=1C=CC(=C(C1)NC(C)=O)N(C)CCN(C)C N-(5-((4-(1,5-dimethyl-1H-indol-3-yl)-5-fluoropyrimidin-2-yl)amino)-2-((2-(dimethylamino)ethyl)(methyl)amino)phenyl)acetamide